Cl.NCCC(=O)NC1C(NC(CC1)=O)=O 3-amino-N-(2,6-dioxopiperidin-3-yl)propanamide hydrochloride